1-(4-(N-(6-(methyl(5-methyl-6-(thiazolo[5,4-b]pyridin-2-ylamino)pyridazin-3-yl)amino)-3-(5-methyl-1-neopentyl-1H-pyrazol-4-yl)picolinoyl)sulfamoyl)phenyl)piperidine-4-carboxylic acid CN(C1=CC=C(C(=N1)C(=O)NS(=O)(=O)C1=CC=C(C=C1)N1CCC(CC1)C(=O)O)C=1C=NN(C1C)CC(C)(C)C)C=1N=NC(=C(C1)C)NC=1SC2=NC=CC=C2N1